2-(pyridin-2-yl)-N-(5-(4-(6-(2-(3-(trifluoromethoxy)phenyl)acetamido)pyridazin-3-yl)butyl)-1,3,4-thiadiazol-2-yl)acetamide N1=C(C=CC=C1)CC(=O)NC=1SC(=NN1)CCCCC=1N=NC(=CC1)NC(CC1=CC(=CC=C1)OC(F)(F)F)=O